dilithium biphenyl C1(=CC=CC=C1)C1=CC=CC=C1.[Li].[Li]